diaminobenzoic acid C1=CC(=C(C(=C1)N)N)C(=O)O